2-bromo-6-methylsulfanyl-N-(2-hydroxyethyl)pyridin-4-amine BrC1=NC(=CC(=C1)NCCO)SC